C1(CC1)C1=NC=CC=C1C1=NN=C(O1)[C@H]1C([C@@H]1C1=CC=C(C=C1)S(=O)(=O)N)(C)C 4-{(1R,3R)-3-[5-(2-cyclopropylpyridin-3-yl)-1,3,4-oxadiazol-2-yl]-2,2-dimethylcyclopropyl}benzenesulfonamide